CS(=O)=N S-methylsulfoximine